1-(4-nitrophenyl)-4-(p-tolyl)-1H-1,2,3-triazole [N+](=O)([O-])C1=CC=C(C=C1)N1N=NC(=C1)C1=CC=C(C=C1)C